Aluminum silicate potassium salt [K+].[Si]([O-])([O-])([O-])[O-].[Al+3]